(3R)-3-(2,6-dichloropyridin-4-yl)-N-[(methylaminomethylsulfonyl)amino]butanamide tert-butyl-(5R)-5-(tert-butoxycarbonylamino)-5-cyclopropyl-3-oxo-pentanoate C(C)(C)(C)OC(CC(C[C@H](C1CC1)NC(=O)OC(C)(C)C)=O)=O.ClC1=NC(=CC(=C1)[C@@H](CC(=O)NNS(=O)(=O)CNC)C)Cl